diethynylmethyl-3-pyridylsilane C(#C)[Si](C=1C=NC=CC1)(C)C#C